C1=CC(=CC=C1F)S(=O)(=O)C2=CC=C(C=C2)F 4,4'-difluoro diphenyl sulphone